N-[(1R,2S)-2-fluorocyclopropyl]-6-[4-(5-formylpyridin-2-yl)phenyl]-8-(methylamino)imidazo[1,2-b]pyridazine-3-carboxamide F[C@@H]1[C@@H](C1)NC(=O)C1=CN=C2N1N=C(C=C2NC)C2=CC=C(C=C2)C2=NC=C(C=C2)C=O